CC(CO)(O)C 1,1-dimethyl-ethane-1,2-diol